FC1=C(C=CC(=N1)C(=O)N)N1CCN(CC1)C([2H])([2H])C=1C(=C2NC(C(=NC2=CC1)C)=O)F 6-fluoro-5-(4-((5-fluoro-2-methyl-3-oxo-3,4-dihydroquinoxalin-6-yl)methyl-d2)piperazin-1-yl)pyridineamide